BrC=1SC=C(N1)C(=O)N1CCOCC1 (2-bromothiazol-4-yl)(morpholino)methanone